2-(2,6-dioxopiperidin-3-yl)-5-fluoro-4-((7-(spiro[3.3]heptan-2-ylamino)heptyl)thio)isoindole O=C1NC(CCC1N1C=C2C=CC(=C(C2=C1)SCCCCCCCNC1CC2(C1)CCC2)F)=O